2-(4,6-dimethoxypyrimidine-2-oxy)benzaldehyde COC1=NC(=NC(=C1)OC)OC1=C(C=O)C=CC=C1